3-Ethyl 5-methyl 6-bromo-3-methyl-2-oxoindoline-3,5-dicarboxylate BrC1=C(C=C2C(C(NC2=C1)=O)(C(=O)OCC)C)C(=O)OC